phosphorus, calcium salt [Ca].[P]